N/C(/NCCC[C@@H](NC([C@H](N1CC2=CC=CC=C2C1)C1=CC=C(OCCCNC(OC(C)(C)C)=O)C=C1)=O)C(NCC1=CC=C(C=C1)O)=O)=N/C(NCCNC(CC)=O)=O tert-butyl (3-(4-((1R,4R,Z)-9-amino-4-((4-hydroxybenzyl)carbamoyl)-1-(isoindolin-2-yl)-2,11,16-trioxo-3,8,10,12,15-pentaazaoctadec-9-en-1-yl)phenoxy)propyl)carbamate